FC(C1(CCC1)NC(=O)C1=C(OC2=C1C=C(C=C2)OCC2=CN=C(S2)C)C)F N-(1-(Difluoromethyl)cyclobutyl)-2-methyl-5-((2-methylthiazol-5-yl)methoxy)benzofuran-3-carboxamide